O=C1NC(CCC1N1C(C2=CC=C(C=C2C1=O)OCCCCC=O)=O)=O 5-[2-(2,6-dioxo-3-piperidyl)-1,3-dioxo-isoindolin-5-yl]oxypentanal